4-hydroxy-3,5-dimethyl-Benzenemethanol OC1=C(C=C(C=C1C)CO)C